ClC=1C(=C2CC(CC2=CC1)NC=1C=CC(=NC1)C(C(F)(F)F)N1C(C2(CC1)CNC(C2)=O)=O)F 2-(1-(5-((5-Chloro-4-fluoro-2,3-dihydro-1H-inden-2-yl)amino)pyridin-2-yl)-2,2,2-trifluoroethyl)-2,7-diazaspiro[4.4]nonane-1,8-dione